O=C1NC(CCC1N1C(N(C2=C1C=CC=C2)CC2CCN(CC2)CCCC(=O)O)=O)=O 4-(4-((3-(2,6-dioxopiperidin-3-yl)-2-oxo-2,3-dihydro-1H-benzo[d]imidazol-1-yl)methyl)piperidin-1-yl)butyric acid